C(C)C1=C(C=CC(=C1)S(N[C@H](C)C1CCNCC1)(=O)=O)NC(C1=C(C=CC=C1)C)=O (R)-N-(2-ethyl-4-(N-(1-(piperidin-4-yl)ethyl)sulfamoyl)phenyl)-2-methylbenzamide